5-(2-Aminoethoxy)-2-(2,6-dioxopiperidin-3-yl)isoindoline-1,3-dione trifluoroacetate salt FC(C(=O)O)(F)F.NCCOC=1C=C2C(N(C(C2=CC1)=O)C1C(NC(CC1)=O)=O)=O